C1(CC1)C=1C(=C(OC2=C(C=C(N=N2)C(C)O)C2=NOCC(N2)CC2=C(C=C(C=C2)Cl)Cl)C=CC1)F 1-{6-(3-cyclopropyl-2-fluorophenoxy)-5-[5-(2,4-dichlorobenzyl)-5,6-dihydro-4H-1,2,4-oxadiazin-3-yl]pyridazin-3-yl}ethanol